C1(=C(CCCC1)C(=O)OCC)C(=O)OCC diethyl 1-cyclohexene-1,2-dicarboxylate